6-(trifluoromethyl)isoquinoline-3-ol tert-butyl-(2S)-3-methyl-2-[methyl-[(3S)-1-[(E)-3-(1,2,4-triazol-1-yl)prop-2-enoyl]pyrrolidine-3-carbonyl]amino]butanoate methyl-methacrylate CC=C(C(=O)O)C.C(C)(C)(C)[C@](C(=O)O)(C(C)C)N(C(=O)[C@@H]1CN(CC1)C(\C=C\N1N=CN=C1)=O)C.FC(C=1C=C2C=C(N=CC2=CC1)O)(F)F